3-(2,6-dimethylphenyl)-11-((9-(pyridin-2-yl)-9H-carbazol-2-yl)oxy)imidazo[1,2-f]phenanthridine CC1=C(C(=CC=C1)C)C1=CN=C2N1C=1C=CC=CC1C=1C=CC(=CC21)OC2=CC=1N(C3=CC=CC=C3C1C=C2)C2=NC=CC=C2